[Na+].ClC=1C=C(C=CC1)S(=O)[O-] 3-chlorobenzenesulfinic acid sodium salt